C1CCC2=C(C=3CCCC3C=C12)NC(=O)[N-]S(=O)(=O)N(CCN(C(OCC1=CC=CC=C1)=O)C)C=1C=NN(C1)C.[Na+] sodium benzyl N-{2-[({[(1,2,3,5,6,7-hexahydro-s-indacen-4-yl)carbamoyl]azanidyl}sulfonyl)(1-methyl-1H-pyrazol-4-yl)amino]ethyl}-N-methylcarbamate